2-{1-[(piperidin-3-yl)methyl]pyrido[3,4-d]pyridazin-4-yl}-5-(trifluoromethyl)phenol N1CC(CCC1)CC1=C2C(=C(N=N1)C1=C(C=C(C=C1)C(F)(F)F)O)C=NC=C2